2-(trifluoromethyl)-1H-benzo[d]imidazol-5-amine FC(C1=NC2=C(N1)C=CC(=C2)N)(F)F